[Ru](Cl)(Cl)Cl.C1(=CC=CC=C1)PC1=CC=CC=C1.C1(=CC=CC=C1)PC1=CC=CC=C1 bis(diphenylphosphine) ruthenium chloride